[Ho].[Nd].[Pr] praseodymium-neodymium-holmium